1-hydroxy-10,13-dimethyl-17-((5-((3R)-2-oxido-1,2-dithiolan-3-yl)pentanoyl)oxy)-3-oxo-6,7,8,9,10,11,12,13,14,15,16,17-dodecahydro-3H-cyclopenta[a]phenanthrene-17-carboxylate OC1=CC(C=C2CCC3C4CCC(C4(CCC3C12C)C)(C(=O)[O-])OC(CCCC[C@H]1S(SCC1)=O)=O)=O